COC(=O)C=1N(N=C2C=CC(=CC12)Br)CCN 2-(2-Aminoethyl)-5-bromo-2H-indazole-3-carboxylic acid methyl ester